C1(CC1)C1=CC2=C(N(C(N=C2N2[C@H](CNCC2)C)=O)C=2C(=NC=CC2C)C(C)C)N=C1C1=C(C(=CC=C1)F)OC (S)-6-cyclopropyl-7-(3-fluoro-2-methoxyphenyl)-1-(2-isopropyl-4-methylpyridin-3-yl)-4-(2-methylpiperazin-1-yl)pyrido[2,3-d]pyrimidin-2(1H)-one